ClC1=C(N=C2C(=N1)OC(=C2Cl)C(C)C)C(=O)OC methyl 3,7-dichloro-6-isopropyl-furo[2,3-b]pyrazine-2-carboxylate